1-(2-(2-(2-aminoethoxy)ethoxy)ethyl)-1H-pyrrole-2,5-dione trifluoroacetic acid salt FC(C(=O)O)(F)F.NCCOCCOCCN1C(C=CC1=O)=O